N1=CC(=CC=C1)C1=CC=C(C=C1)CC(=O)O 2-(4-(pyridin-3-yl)phenyl)acetic acid